OC(C)(C)C=1C=C(C=CC1)N1[C@H]2CN([C@H](C1)C2)C2=NC(=NC=C2C#N)C=2C=NN(C2)C 4-{(1S,4R)-5-[3-(1-hydroxy-1-methylethyl)phenyl]-2,5-diazabicyclo[2.2.1]hept-2-yl}-2-(1-methyl-1H-pyrazol-4-yl)pyrimidine-5-carbonitrile